C(C)(C)(C)OC(=O)N1CCC(CC1)C(C1=CC=NC=C1)C1=CC(=CC=C1)S(=O)(=O)C 4-[(3-methylsulfonylphenyl)-(4-pyridinyl)methyl]Piperidine-1-carboxylic acid tert-butyl ester